5-amino-N-(2,2,2-trifluoroethyl)-N-(6-(trifluoromethyl)-2,3-dihydrobenzofuran-3-yl)-[1,2,4]triazolo[4,3-c]quinazoline-9-carboxamide NC1=NC=2C=CC(=CC2C=2N1C=NN2)C(=O)N(C2COC1=C2C=CC(=C1)C(F)(F)F)CC(F)(F)F